N1(N=CC=C1)C1=CC=C(C(=N1)C(F)(F)F)N1CCN(CC1)CC1=C(C(=NC=C1)NC(=O)NCC)F 1-(4-((4-(6-(1H-pyrazol-1-yl)-2-(trifluoromethyl)pyridin-3-yl)piperazin-1-yl)methyl)-3-fluoropyridin-2-yl)-3-ethylurea